2-bromo-4-isopropyl-6H-thieno[2,3-d]pyridazin-7-one BrC1=CC2=C(C(NN=C2C(C)C)=O)S1